C1(CC1)C(C1CC1)NC1=C2N=CN(C2=NC(=N1)I)[C@H]1[C@@H]([C@@H]([C@@]2(C[C@H]12)CO)O)O (1R,2R,3S,4R,5S)-4-(6-((Dicyclopropylmethyl)amino)-2-iodo-9H-purin-9-yl)-1-(hydroxymethyl)bicyclo[3.1.0]hexane-2,3-diol